NC=1C(=CC(=C(C=O)C1)Cl)F 5-AMINO-2-CHLORO-4-FLUOROBENZALDEHYDE